ClC1=CC=C(CNC2=NC(=NC(=N2)N)CN2CCN(CC2)C2=CC=C(C=C2)F)C=C1 N2-(4-chlorobenzyl)-6-((4-(4-fluorophenyl)piperazin-1-yl)methyl)-1,3,5-triazine-2,4-diamine